BrC1=CC(=C(C=C1)N1N=CC(=C1)C(=O)OC(C)(C)C)C=1C=NN(C1)C tert-butyl 1-(4-bromo-2-(1-methyl-1H-pyrazol-4-yl)phenyl)-1H-pyrazole-4-carboxylate